chromium (iii) trioxide [O-2].[O-2].[O-2].[Cr+3].[Cr+3]